(S)-2-((2-((S)-4-(difluoromethyl)-2-carbonyloxazolidin-3-yl)-11-methoxy-5,6-dihydrobenzo[f]imidazo[1,2-d][1,4]oxazepin-9-yl)amino)propanamide FC([C@H]1N(C(OC1)=C=O)C=1N=C2N(CCOC3=C2C(=CC(=C3)N[C@H](C(=O)N)C)OC)C1)F